ClC=1C(=C(C=C(C1CC1=C(C(=C(C=C1)O)C(C)C)F)Cl)NCC(=O)NC=1N=NC(=CC1)OC)F 2-((3,5-dichloro-2-fluoro-4-(2-fluoro-4-hydroxy-3-isopropylbenzyl)phenyl)amino)-N-(6-methoxypyridazin-3-yl)acetamide